COC1=NC=C(C(=N1)OC)N1N=C2N=CN=C(C2=C1)N1C[C@@H]2[C@H](C1)COC2 (3aR,6aS)-5-[2-(2,4-dimethoxypyrimidin-5-yl)pyrazolo[3,4-d]pyrimidin-4-yl]-1,3,3a,4,6,6a-hexahydrofuro[3,4-c]pyrrole